BrC(C)C=1C=NC2=CC=CC=C2C1 3-(1-bromoethyl)quinoline